6-(4-(tert-butyl)phenoxy)pyridin-3-amine monohydrochloride salt Cl.C(C)(C)(C)C1=CC=C(OC2=CC=C(C=N2)N)C=C1